3-(4-chlorophenyl)-1H-pyrazole ClC1=CC=C(C=C1)C1=NNC=C1